2',6'-dichloro-6-methoxy-[1,1'-biphenyl]-3-carbaldehyde ClC1=C(C(=CC=C1)Cl)C1=CC(=CC=C1OC)C=O